CNC(=O)C1(CC1)NC(OC(C)(C)C)=O tert-butyl (1-(methylcarbamoyl)cyclopropyl)carbamate